7-(1-methyl-piperidin-4-ylmethoxy)-imidazo[1,2-a]pyridin CN1CCC(CC1)COC1=CC=2N(C=C1)C=CN2